NCCC=1C=C(C=CC1)C[C@H](C(=O)OC(C)(C)C)[C@@H]1CN(CC1)C(=O)OC(C)(C)C tert-butyl (3R)-3-[(2S)-3-[3-(2-aminoethyl)phenyl]-1-(tert-butoxy)-1-oxopropan-2-yl]pyrrolidine-1-carboxylate